4-[6-[1-[2-(aminomethyl)-3,3-difluoro-allyl]-5-oxo-1,2,4-triazol-4-yl]-5-methyl-3-pyridyl]-N,N-dimethyl-benzenesulfonamide NCC(CN1N=CN(C1=O)C1=C(C=C(C=N1)C1=CC=C(C=C1)S(=O)(=O)N(C)C)C)=C(F)F